difluorodicyanoindenone FC=1C(=C2C(=C(C(C2=CC1)=O)C#N)C#N)F